ClC=1C=CC2=C([C@@H](C[C@@H](O2)C(=O)NC23CCC(C2)(C3)NC(COC3=CC(=C(C=C3)Cl)F)=O)O)C1 (2R,4R)-6-chloro-N-{4-[2-(4-chloro-3-fluorophenoxy)acetamido]bicyclo[2.1.1]hex-1-yl}-4-hydroxy-3,4-dihydro-2H-1-benzopyran-2-carboxamide